ClC1=C(C=C2C(=N1)CCC2)C(=O)N(OC)C(CC2=C(C=CC=C2)F)C 2-chloro-N-(1-(2-fluorophenyl)propan-2-yl)-N-methoxy-6,7-dihydro-5H-cyclopenta[b]pyridine-3-carboxamide